(2'S)-4-(difluoromethyl)-2,2'-dimethyl-spiro[5H-thieno[2,3-C]pyran-7,4'-piperidin]-4-ol FC(C1(C2=C(SC(=C2)C)C2(C[C@@H](NCC2)C)OC1)O)F